COC([C@@H](NC(C(F)(F)F)C1=CC(=C(C=C1)C1=C(C=CC(=C1)C=O)OCOC)F)CC(C)C)=O (2,2,2-trifluoro-1-(2-fluoro-5'-formyl-2'-(methoxymethoxy)-[1,1'-biphenyl]-4-yl)ethyl)-L-leucine methyl ester